C(C1=CC=CC=C1)N(C=1C=C2CCN(CC2=CC1C1=CC=C(C=C1)C(F)(F)F)C(C=C)=O)CC1=CC=CC=C1 1-(6-(dibenzylamino)-7-(4-(trifluoromethyl)phenyl)-3,4-dihydroisoquinolin-2(1H)-yl)prop-2-en-1-On